2-((tert-Butyldimethylsilyl)oxy)acetaldehyde oxime [Si](C)(C)(C(C)(C)C)OCC=NO